(1-(4-bromothiophen-3-yl)cyclopropyl)methanol [3-[1-(2,6-dioxo-3-piperidyl)-3-methyl-2-oxo-benzimidazol-4-yl]prop-2-ynyl]-N-methyl-carbamate O=C1NC(CCC1N1C(N(C2=C1C=CC=C2C#CCN(C(=O)OCC2(CC2)C2=CSC=C2Br)C)C)=O)=O